O[C@@H]1CN(CC1)C(C)=O 1-[(3S)-3-hydroxypyrrolidin-1-yl]ethan-1-one